tert-butyl 2-methyl-4-(trifluoromethanesulfonyloxy)-3,6-dihydro-2H-pyridine-1-carboxylate CC1N(CC=C(C1)OS(=O)(=O)C(F)(F)F)C(=O)OC(C)(C)C